5-bromo-1-(tetrahydro-2H-pyran-2-yl)-1H-pyrazolo[3,4-b]pyridine-3-carbaldehyde BrC=1C=C2C(=NC1)N(N=C2C=O)C2OCCCC2